BrC=1C=C(C(=C(C=O)C1)OC1=CC=C(C=C1)OC)F 5-bromo-3-fluoro-2-(4-methoxyphenyloxy)benzaldehyde